2-(6-(4-Cyclopropyl-2-methylphenyl)-3-azabicyclo[3.1.0]hexane-3-carbonyl)-7-oxa-5-azaspiro[3.4]octan-6-one C1(CC1)C1=CC(=C(C=C1)C1C2CN(CC12)C(=O)C1CC2(C1)NC(OC2)=O)C